Methyl (2-((2S,3R,4S,5R)-5-(aminomethyl)-3,4-dihydroxytetrahydrofuran-2-yl)acetyl)glycylglycylglycylglycinate NC[C@@H]1[C@H]([C@H]([C@@H](O1)CC(=O)NCC(=O)NCC(=O)NCC(=O)NCC(=O)OC)O)O